CNC1=CC=C2C(NC(=NC2=C1)CSC1CCOCC1)=O 7-(methylamino)-2-(((tetrahydro-2H-pyran-4-yl)thio)methyl)quinazolin-4(3H)-one